FC(OC=1C(=CC2=CN(N=C2C1)C1CCN(CC1)CC1CCC2(CCN(CC2)C(=O)O)CC1)NC(C1=NC(=CC=C1)C(F)(F)F)=O)F.C(C1=CC=CC=C1)NC(C1=C(C=CC=C1)C#CC1=CC=C(C=C1)Cl)=O N-benzyl-2-(p-chlorophenylethynyl)benzamide 9-((4-(6-(Difluoromethoxy)-5-(6-(trifluoromethyl)picolinamido)-2H-indazol-2-yl)piperidin-1-yl)Methyl)-3-azaspiro[5.5]undecane-3-carboxylate